N-(5-[4-[(dimethylamino)methyl]-3,5-dimethoxyphenyl]-7-methyl-8-oxo-2,7-naphthyridin-3-yl)-3-[2-(2-[[2-(2,6-dioxopiperidin-3-yl)-1,3-dioxoisoindol-4-yl]amino]ethoxy)ethoxy]propanamide CN(C)CC1=C(C=C(C=C1OC)C=1C=2C=C(N=CC2C(N(C1)C)=O)NC(CCOCCOCCNC1=C2C(N(C(C2=CC=C1)=O)C1C(NC(CC1)=O)=O)=O)=O)OC